6-bromo-2,2-dimethyl-7-benzopyranamine BrC=1C(=CC2=C(C=CC(O2)(C)C)C1)N